7-methoxy-2-acetyl-1-tetralone COC1=CC=C2CCC(C(C2=C1)=O)C(C)=O